Dimethyl 4-iodopyridine-2,6-dicarboxylate IC1=CC(=NC(=C1)C(=O)OC)C(=O)OC